CC1=NN=C2N1CCN=C2 3-methyl-5,6-dihydro-[1,2,4]triazolo[4,3-a]pyrazin